tert-Butyl 4-((3-chloro-4-((6-methylpyridin-3-yl)oxy)phenyl)amino)-8,9-dihydro-5H-pyrimido[5',4':4,5]thieno[2,3-d]azepine-7(6H)-carboxylate ClC=1C=C(C=CC1OC=1C=NC(=CC1)C)NC1=NC=NC2=C1C1=C(CCN(CC1)C(=O)OC(C)(C)C)S2